boc-tyrosine ethyl ester C(C)OC([C@@H](NC(=O)OC(C)(C)C)CC1=CC=C(C=C1)O)=O